2-[1-[4-(2-cyclopentylsulfanyl-3-pyridinyl)-2,6-difluoro-phenyl]azetidin-3-yl]acetic acid C1(CCCC1)SC1=NC=CC=C1C1=CC(=C(C(=C1)F)N1CC(C1)CC(=O)O)F